[N+](=O)([O-])C=1C=C(C(C=CC=2C(=CC=CC2)S(=O)(=O)O)=CC1)S(=O)(=O)O 4'-nitrostilbene-2,2'-disulfonic acid